ClC=1C=CC(=C(C1)[C@@H](C)NS(=O)C(C)(C)C)CN1C(NC(C2=C1C=CN2)=O)=S N-[(1R)-1-[5-chloro-2-[(4-oxo-2-sulfanylidene-2,3,4,5-tetrahydro-1H-pyrrolo[3,2-d]pyrimidin-1-yl)methyl]phenyl]ethyl]-2-methylpropan-2-sulfinamide